C(#N)C1(CC1)NS(=O)(=O)C1=C(C=C2C3=C(N(C2=C1)C=1SC(=NN1)C(F)F)N=CN=C3C3CCN(CC3)C(C(C)C)=O)F N-(1-Cyanocyclopropyl)-9-(5-(difluoromethyl)-1,3,4-thiadiazol-2-yl)-6-fluoro-4-(1-isobutyrylpiperidin-4-yl)-9H-pyrimido[4,5-b]indole-7-sulfonamide